4-(2-fluoro-4-methoxybenzyl)piperidine hydrochloride Cl.FC1=C(CC2CCNCC2)C=CC(=C1)OC